[Ti+4].[Al+3].[Ti+4].[O-2].[Al+3].[O-2].[O-2].[O-2].[O-2].[O-2].[O-2] Aluminum oxide titanium Aluminum-titanium